(R)-N-(2-(4-(4-fluorophenyl)-1H-1,2,3-triazol-1-yl)ethyl)-N-(1-(4-fluorophenyl)ethyl)-3,3-diphenylprop-2-en-1-amine FC1=CC=C(C=C1)C=1N=NN(C1)CCN(CC=C(C1=CC=CC=C1)C1=CC=CC=C1)[C@H](C)C1=CC=C(C=C1)F